(1,2,3,4,4a,5,8,8a-octahydro-1,4:5,8-dimethanonaphthalen-2-yl)methyl acetate C(C)(=O)OCC1C2C3C4C=CC(C3C(C1)C2)C4